(2S,4R)-N-((R)-(4-carbamimidoylthiophen-2-yl)(phenyl)methyl)-4-(difluoromethoxy)-1-((4-phenoxybenzoyl)glycyl)pyrrolidine-2-carboxamide C(N)(=N)C=1C=C(SC1)[C@H](NC(=O)[C@H]1N(C[C@@H](C1)OC(F)F)C(CNC(C1=CC=C(C=C1)OC1=CC=CC=C1)=O)=O)C1=CC=CC=C1